S1C=CC=C1C1=C2C(=C(S1)C1=CC=CS1)C(C=1C(=C(SC1CC(CCCC)CC)CC(CCCC)CC)C2=O)=O 1,3-bis-(thiophen-5-yl)-5,7-bis-(2-ethylhexyl)benzo[1,2-c:4,5-c']dithiophene-4,8-dione